FC1CCN(CC1)C1=CC=C(NC2=CC=C(C=C2)CNO)C=C1 4-(4-fluoropiperidin-1-yl)-N-(4-((hydroxyamino)methyl)phenyl)aniline